ClC=1SC(=CC1C(=O)NCC(C(=O)O)(F)F)Cl [(2,5-dichlorothiophen-3-yl)formamido]-2,2-difluoropropanoic acid